tert-butyl-(R)-4-(3-methylbutanoyl)-N-((1-methylpyrrolidin-3-yl)methyl)-3,4-dihydroquinoxaline-1(2H)-carboxamide C(C)(C)(C)[C@H]1N(C2=CC=CC=C2N(C1)C(CC(C)C)=O)C(=O)NCC1CN(CC1)C